(S)-4-isobutyl-3,6,9,12-tetraoxo-2-oxa-5,8,11-triazatridecane C(C(C)C)[C@@H](C(OC)=O)NC(CNC(CNC(C)=O)=O)=O